C(C)(C)(C)N(C(=O)OC1=CC(O)=CC=C1)C12CC(C1)(C2)C resorcinol tert-Butyl-3-methylbicyclo[1.1.1]pentan-1-ylcarbamate